2-hydroxy-3-(trifluoromethyl)benzoate OC1=C(C(=O)[O-])C=CC=C1C(F)(F)F